methyl (1S,3S)-3-((6-(5-fluoro-3-(hydroxymethyl)thiophen-2-yl)-2-methylpyridin-3-yl)oxy)cyclohexane-1-carboxylate FC1=CC(=C(S1)C1=CC=C(C(=N1)C)O[C@@H]1C[C@H](CCC1)C(=O)OC)CO